FC1=CC=C(C=N1)C(C=C)O 1-(6-fluoropyridin-3-yl)prop-2-en-1-ol